methylene-N-allyl-hydroxylamine C=C=CCNO